rac-4-(((1R,3r,5S)-8-((4-(difluoromethoxy)phenyl)sulfonyl)-8-azabicyclo[3.2.1]oct-3-yl)amino)butan-2-ol FC(OC1=CC=C(C=C1)S(=O)(=O)N1[C@H]2CC(C[C@@H]1CC2)NCCC(C)O)F